(E)-4-(2,5,6,6-tetramethylcyclohex-2-en-1-yl)but-3-en-2-one CC=1C(C(C(CC1)C)(C)C)/C=C/C(C)=O